(S)-(5-oxopyrrolidin-2-yl)methylamine hydrochloride Cl.O=C1CC[C@H](N1)CN